C(#N)C(NC(=O)[C@@H]1[C@H]2C([C@H]2CN1C([C@H](CC=1C=NC=CC1)NC(C(F)(F)F)=O)=O)(C)C)C1=NN=CC2=CC=CC=C12 (1R,2S,5S)-N-[cyano(phthalazin-1-yl)methyl]-6,6-dimethyl-3-[(2S)-3-(3-pyridyl)-2-[(2,2,2-trifluoroacetyl)amino]propanoyl]-3-azabicyclo[3.1.0]hexane-2-carboxamide